1,7-bis(N,N'-dibenzylthiocarbamoyldithio)heptane C(C1=CC=CC=C1)N(C(=S)SSCCCCCCCSSC(N(CC1=CC=CC=C1)CC1=CC=CC=C1)=S)CC1=CC=CC=C1